(S)-3-((methylsulfonyloxy)methyl)pyrroline-1-carboxylic acid tert-butyl ester C(C)(C)(C)OC(=O)N1C=C(CC1)COS(=O)(=O)C